C/C(/C(C(=O)[O-])C(=O)[O-])=C\C (E)-2-methyl-but-2-enedicarboxylate